C(C)C=1C(=CC=C2C=C(C=C(C12)N1CC=2N=C(N=C(C2CC1)O)OCC12CCCN2CC(C1)=C)OCOC)F 7-(8-ethyl-7-fluoro-3-(methoxymethoxy)naphthalen-1-yl)-2-((2-methylenetetrahydro-1H-pyrrolizin-7a(5H)-yl)methoxy)-5,6,7,8-tetrahydropyrido[3,4-d]pyrimidin-4-ol